S1C=CC2=C1CCCC2=NO N-[4,5,6,7-tetrahydro-1-benzothiophen-4-ylidene]Hydroxylamine